C(C1=CC=CC=C1)SC(C1=CC(=[13C](C(=C1)C(C)(C)C)O)C(C)(C)C)C1=CC=CC=C1 4-((benzylthio)(phenyl)methyl)-2,6-bis-tert-butylphenol-13C